NC1=NC=CC(=C1Cl)SC=1C=CC=2C(=NC=C(N2)N2CCC3(CC2)[C@H](C=2C(=NC(=CC2)OC)C3)N)N1 (R)-1'-(6-((2-amino-3-chloropyridin-4-yl)thio)pyrido[2,3-b]pyrazin-2-yl)-2-methoxy-5,7-dihydrospiro[cyclopenta[b]pyridine-6,4'-piperidine]-5-amine